DEOXYCYTIDINE MONOPHOSPHATE P(=O)(O)(O)OC[C@@H]1[C@H](C[C@@H](O1)N1C(=O)N=C(N)C=C1)O